C(C)(C)(C)OC(/C=C/C(=O)O)=O (E)-4-(tert-Butoxy)-4-oxobut-2-enoic acid